(S)-1-(4-((4'-((3-hydroxypyrrolidin-1-yl)methyl)-[1,1'-biphenyl]-4-yl)methyl)phenyl)-5-methyl-1H-1,2,4-triazole-3-carboxamide O[C@@H]1CN(CC1)CC1=CC=C(C=C1)C1=CC=C(C=C1)CC1=CC=C(C=C1)N1N=C(N=C1C)C(=O)N